tert-butyl 5-amino-4-(6-(hydroxymethyl)-1-oxo-7-phenoxyisoindolin-2-yl)-5-oxopentanoate NC(C(CCC(=O)OC(C)(C)C)N1C(C2=C(C(=CC=C2C1)CO)OC1=CC=CC=C1)=O)=O